ClC1=C(CN2CCN(CC2)C(CCC=2C(=NN(C2C)C=2C=CC=3N(N2)C(=NN3)C(F)(F)F)C)=O)C=CC(=C1)C1=NN=NN1 1-(4-(2-Chloro-4-(1H-tetrazol-5-yl)benzyl)piperazin-1-yl)-3-(3,5-dimethyl-1-(3-(trifluoromethyl)-[1,2,4]triazolo[4,3-b]pyridazin-6-yl)-1H-pyrazol-4-yl)propan-1-one